ClCC1=NC2=C(N1CC1=CN=CN1CC)C=C(C=C2)C(=O)OC Methyl 2-(chloromethyl)-1-((1-ethyl-1H-imidazol-5-yl)methyl)-1H-benzo[d]imidazole-6-carboxylate